O[C@@H]1C[C@H](N(C1)C([C@H](C(C)(C)C)NC(OC(C)(C)C)=O)=O)C(NCC1=CC=C(C=C1)C1=C(N=CS1)C)=O tert-butyl N-[(2S)-1-[(2S,4R)-4-hydroxy-2-([[4-(4-methyl-1,3-thiazol-5-yl)phenyl]methyl]carbamoyl)pyrrolidin-1-yl]-3,3-dimethyl-1-oxobutan-2-yl]carbamate